(S)-2-amino-5-(2-ethyl-4-(2-hydroxy-2-(3-(trifluoromethyl)phenyl)acetamido)phenyl)-N-isopropylnicotinamide NC1=C(C(=O)NC(C)C)C=C(C=N1)C1=C(C=C(C=C1)NC([C@H](C1=CC(=CC=C1)C(F)(F)F)O)=O)CC